N-[1-(5-{2-[(ethylamino)methyl]phenyl}thiophen-2-yl)ethyl]-6,7-dimethoxy-2-methylquinazolin-4-amine C(C)NCC1=C(C=CC=C1)C1=CC=C(S1)C(C)NC1=NC(=NC2=CC(=C(C=C12)OC)OC)C